C(C)(C)(C)OC(CC(C=1OC=C(N1)CCCC1(OCCO1)C)C1=CC(=C(C=C1)OC)F)=O 3-(3-fluoro-4-methoxyphenyl)-3-(4-(3-(2-methyl-1,3-dioxolan-2-yl)propyl)oxazol-2-yl)propionic acid tert-butyl ester